CC(CC(CCO)O)O Hexan-2,4,6-triol